CN(CCCN(CC(C)O)CCCN(C)C)C 1-[bis(3-dimethylaminopropyl)amino]-2-propanol